FC1=CC=C(C(=O)NC(CC)C=2N=C3C4C(CN(C3=CC2)C2=NC(=NC=C2)C)C4)C=C1 4-fluoro-N-(1-(5-(2-methyl-pyrimidin-4-yl)-6,6a,7,7a-tetrahydro-5H-cyclopropa[c]-[1,5]naphthyridin-2-yl)propyl)-benzamide